C1(=CC=CC=C1)[C@H](C)N1[C@H]2COC[C@@H]([C@@H]1C(=O)OC)C2 methyl (1R,5R,7R)-6-((S)-1-phenylethyl)-3-oxa-6-azabicyclo[3.2.1]octane-7-carboxylate